CS(=O)(=O)CCC1=CC=C(O1)C(=O)OC methyl 5-(2-methylsulfonylethyl)furan-2-carboxylate